4-oxospiro-[4.5]decane O=C1CCCC12CCCCC2